FC1=C(C#N)C=CC(=C1)C1=CC(=NN1C1=C(C=C(C=C1)N1CCCC1)F)C(=O)N1C[C@@H](CCC1)NC (R)-2-fluoro-4-(1-(2-fluoro-4-(pyrrolidin-1-yl)phenyl)-3-(3-(methylamino)piperidine-1-carbonyl)-1H-pyrazol-5-yl)benzonitrile